europium (III) phenanthroline N1=CC=CC2=CC=C3C=CC=NC3=C12.[Eu+3]